OC=1C(=C(C(=O)N\N=C\[C@]2([C@@H](N3C(C[C@H]3S2(=O)=O)=O)C(=O)O)C)C=CC1O)C (2S,3R,5R)-3-((E)-(2-(3,4-dihydroxy-2-methylbenzoyl)hydrazono)methyl)-3-methyl-7-oxo-4-thia-1-azabicyclo[3.2.0]heptane-2-carboxylic acid 4,4-dioxide